C(=O)(O)CCC(=O)C1=CC2=C(S1)C=C(C=C2)OCCCOC2=CC1=C(SC(=C1)C(C[C@@H](C(=O)O)C)=O)C=C2OC (S)-4-(5-(3-((2-(3-carboxypropionyl)benzo[b]thiophen-6-yl)oxy)propoxy)-6-methoxybenzo[b]thiophen-2-yl)-2-methyl-4-oxobutanoic acid